C(C)(C)(C)OC(=O)N1[C@H](CN[C@H](C1)CC1=CC=C(C=C1)Cl)CC(C)C.C1(=CC=CC=C1)C1=CC=2C(C3=CC=CC=C3C(C2C=C1C1=CC=CC=C1)=O)=O 2,3-diphenyl-anthraquinone tert-butyl-(2S,5S)-5-(4-chlorobenzyl)-2-isobutylpiperazine-1-carboxylate